C(C)(C)OC1=CC=2N(C=C1C(NC1=NC(=CC=C1)C(F)(F)F)=O)C=C(N2)C2CCN(CC2)C(=O)OC(C)(C)C Tert-butyl 4-[7-isopropoxy-6-[[6-(trifluoromethyl)-2-pyridyl]carbamoyl]imidazo[1,2-a]pyridin-2-yl]piperidine-1-carboxylate